7-(2-Cyclohexylethoxy)-1-cyclopropyl-5-fluoro-1H-indole C1(CCCCC1)CCOC=1C=C(C=C2C=CN(C12)C1CC1)F